5-(5-bromo-3-(3-((tert-butyldimethylsilyl)oxy)propoxy)-4-nitro-1H-pyrazol-1-yl)-2,4-dimethyloxazole BrC1=C(C(=NN1C1=C(N=C(O1)C)C)OCCCO[Si](C)(C)C(C)(C)C)[N+](=O)[O-]